methacryloyloxypropyl-tris(trimethylsiloxy)silane benzyl-3-(5-(1,3-dioxolan-2-yl)-6-methoxypyridin-3-yl)-4-oxopiperidine-1-carboxylate C(C1=CC=CC=C1)OC(=O)N1CC(C(CC1)=O)C=1C=NC(=C(C1)C1OCCO1)OC.C(C(=C)C)(=O)OCCC[Si](O[Si](C)(C)C)(O[Si](C)(C)C)O[Si](C)(C)C